N(CCC1=CC(O)=C(O)C=C1)CCCCCCCCCCCCCCCCN dopamine-hexadecylamine